C(C)(C)(C)C1=C(C(C(=O)[O-])=CC(=C1)C(C)(C)C)O.[Hf+4].C(C)(C)(C)C1=C(C(C(=O)[O-])=CC(=C1)C(C)(C)C)O.C(C)(C)(C)C1=C(C(C(=O)[O-])=CC(=C1)C(C)(C)C)O.C(C)(C)(C)C1=C(C(C(=O)[O-])=CC(=C1)C(C)(C)C)O hafnium 3,5-di-t-butylsalicylate